[N+](#[C-])CCC[Si](OCC)(OCC)OCC isocyanopropyl-triethoxysilane